C(C)OC(=O)C=1C=2CCC2C(=CC1)NC(=O)OC(C)(C)C 5-((tert-butyloxycarbonyl)amino)bicyclo[4.2.0]octane-1(6),2,4-triene-2-carboxylic acid ethyl ester